C12C(CC(C=C1)C2)CNC(C(=O)O)=O 2-((bicyclo[2.2.1]hept-5-en-2-ylmethyl)amino)-2-oxoacetic acid